C(CCCCCCCCCCCCCCCCCCCCCCCCCCC)(=O)NN montanic acid hydrazide